NCCNCCNCCN N,N'-bis(2-aminoethyl)-1,2-ethanediamine